2-cyano-5-[(2S)-2-(trifluoromethylsulfonylamino)propoxy]thiophene-3-carboxylic acid C(#N)C=1SC(=CC1C(=O)O)OC[C@H](C)NS(=O)(=O)C(F)(F)F